OCC1CCN(CC1)CCN1C(=NC2=C3CC[C@@H](NC3=CC=C21)C)CCN2C(C=CC=C2)=O (7S)-3-{2-[4-(Hydroxymethyl)piperidin-1-yl]ethyl}-7-methyl-2-[2-(2-oxo-1,2-dihydropyridin-1-yl)ethyl]-3H,6H,7H,8H,9H-imidazo[4,5-f]chinolin